Cl\C(=C/[C@H]1C([C@H]1C(=O)O[C@H](C1=CC(=CC=C1)OC1=CC=CC=C1)C#N)(C)C)\C(F)(F)F |o1:3,5| (R)-cyano(3-phenoxyphenyl)methyl (1S,3S)-rel-3-[(1Z)-2-chloro-3,3,3-trifluoro-1-propen-1-yl]-2,2-dimethylcyclopropanecarboxylate